2-allyl-6-(2-methyl-1,3-benzoxazol-6-ylamino)-1-[6-(4-piperidyloxy)-2-pyridyl]-1,2-dihydro-3H-1,2,5,7-tetraazainden-3-one C(C=C)N1N(C2=NC(=NC=C2C1=O)NC1=CC2=C(N=C(O2)C)C=C1)C1=NC(=CC=C1)OC1CCNCC1